2,6-bis[4-(4-amino-alpha,alpha-dimethylbenzyl)phenoxy]benzonitrile NC1=CC=C(C(C)(C)C2=CC=C(OC3=C(C#N)C(=CC=C3)OC3=CC=C(C=C3)C(C3=CC=C(C=C3)N)(C)C)C=C2)C=C1